C(C)OC(CCC(=O)C1=NC(=CC(=C1O)Br)SC)=O 4-(4-bromo-3-hydroxy-6-methylsulfanyl-pyridin-2-yl)-4-oxo-butyric acid ethyl ester